3-((2-((4-(6-(5-((R)-2-(2,5-difluorophenyl)pyrrolidin-1-yl)pyrazolo[1,5-a]pyrimidin-3-yl)pyridin-2-yl)piperazin-1-yl)methyl)phenyl)amino)piperidine-2,6-dione FC1=C(C=C(C=C1)F)[C@@H]1N(CCC1)C1=NC=2N(C=C1)N=CC2C2=CC=CC(=N2)N2CCN(CC2)CC2=C(C=CC=C2)NC2C(NC(CC2)=O)=O